CN(C1=C(C=C(C(=O)NC2CCC(CC2)NC2=CC(=NC3=CC=CC=C23)C(F)(F)F)C=C1)F)C 4-(dimethylamino)-3-fluoro-N-[(1s,4s)-4-{[2-(trifluoromethyl)quinolin-4-yl]amino}cyclohexyl]benzamide